FC1(C(N(C2=CC=CC=C12)C)=O)F 3,3-difluoro-1-methyl-2-oxo-2,3-dihydro-1H-indol